CC=1C(=C(C(=O)O)C=CC1)C(C1=CC=CC=C1)=O.C(C1=CC=CC=C1)(=O)C1=C(C(=O)OC)C=CC=C1 methyl benzoylbenzoate (methyl-2-(benzoyl) benzoate)